phenethyl-piperazine-1-carboxylic acid tert-butyl ester C(C)(C)(C)OC(=O)N1C(CNCC1)CCC1=CC=CC=C1